O=C(CON=CCC)N1CCN(CC1)C1=NC=C(C=N1)C(F)(F)F propionaldehyde O-(2-oxo-2-(4-(5-(trifluoromethyl)pyrimidin-2-yl)piperazin-1-yl)ethyl)oxime